(S)-1-(2-(1-(cyclobutylmethyl)-2-oxo-1,2-dihydroquinoxalin-6-yl)thiazol-4-yl)-3-(piperidin-3-yl)urea C1(CCC1)CN1C(C=NC2=CC(=CC=C12)C=1SC=C(N1)NC(=O)N[C@@H]1CNCCC1)=O